[C@]1(C(C=CC=C1)C)(C)O (S)-xylenol